4-((1H-1,2,4-triazol-1-yl)methyl)-N,N-diethylbenzamidine N1(N=CN=C1)CC1=CC=C(C(=N)N(CC)CC)C=C1